tert-butyl N-[5-(hydroxymethyl)-1-methylimidazol-4-yl]-N-methylcarbamate OCC1=C(N=CN1C)N(C(OC(C)(C)C)=O)C